CN(C=1C=C2C(=CNC2=CC1)CCNC(C1=C(C=C(C=C1)C)O)=O)C N-(2-(5-(dimethylamino)-1H-indol-3-yl)ethyl)-2-hydroxy-4-methylbenzamide